O=C1NC(CCC1N1C(N(C2=C1C=CC(=C2)N2[C@@H](CN(CC2)CC(=O)NC2=CC1=CC(=C(C(=C1C=C2)F)N2S(NC(C2)=O)(=O)=O)O)C)C)=O)=O 2-[(3R)-4-[1-(2,6-dioxo-3-piperidyl)-3-methyl-2-oxo-benzimidazol-5-yl]-3-methyl-piperazin-1-yl]-N-[5-fluoro-7-hydroxy-6-(1,1,4-trioxo-1,2,5-thiadiazolidin-2-yl)-2-naphthyl]acetamide